2-bromo-4-(2-fluoropropan-2-yl)benzonitrile BrC1=C(C#N)C=CC(=C1)C(C)(C)F